di-N-propyl-urea C(CC)NC(=O)NCCC